N-((1S,3R)-1-(5-bromopyridin-2-yl)-2-(2,2-difluoro-3-hydroxypropyl)-5-fluoro-3-methyl-1,2,3,4-tetrahydroisoquinolin-6-yl)ethanesulfonamide BrC=1C=CC(=NC1)[C@H]1N([C@@H](CC2=C(C(=CC=C12)NS(=O)(=O)CC)F)C)CC(CO)(F)F